C1(CC1)C(NC(=O)C=1C=C2CN(C(C2=CC1)=O)C1C(NC(CC1)=O)=O)C1=C(C=C(C=C1)F)F N-(cyclopropyl(2,4-difluorophenyl)methyl)-2-(2,6-dioxopiperidin-3-yl)-1-oxoisoindoline-5-carboxamide